(S)-6-(1-amino-1,3-dihydrospiro[indene-2,4'-piperidin]-1'-yl)-3-(1-(3,4-dichlorophenyl)cyclopropyl)-1,5-dihydro-4H-pyrazolo[3,4-d]pyrimidin-4-one N[C@@H]1C2=CC=CC=C2CC12CCN(CC2)C=2NC(C1=C(N2)NN=C1C1(CC1)C1=CC(=C(C=C1)Cl)Cl)=O